N-(4-(2-(4-fluorophenyl)-5-(methylsulfonyl)-4,5,6,7-tetrahydropyrazolo[1,5-a]pyrazin-3-yl)pyridin-2-yl)acetamide FC1=CC=C(C=C1)C1=NN2C(CN(CC2)S(=O)(=O)C)=C1C1=CC(=NC=C1)NC(C)=O